ClC1=CC=C(CN2CC3(CCN(C3)C(=O)N3N=C(C=C3)C(=O)N)CC2)C=C1 1-(7-(4-chlorobenzyl)-2,7-diazaspiro[4.4]nonane-2-carbonyl)-1H-pyrazole-3-carboxamide